2-(5-(((3S,SR)-3,5-bis(2-hydroxyethyl)-4-methylpiperazin-1-yl)sulfonyl)-2-propoxyphenyl)-5-ethyl-7-propyl-3,5-dihydro-4H-pyrrolo[3,2-d]pyrimidin-4-one OCC[C@H]1CN(C[C@@H](N1C)CCO)S(=O)(=O)C=1C=CC(=C(C1)C=1NC(C2=C(N1)C(=CN2CC)CCC)=O)OCCC |&1:7|